(-)-2-(1-(4-Amino-3-(3-methyl-1H-indazol-6-yl)-1H-pyrazolo[3,4-d]pyrimidin-1-yl)ethyl)-3-(3-fluorophenyl)-4H-chromen-4-one NC1=C2C(=NC=N1)N(N=C2C2=CC=C1C(=NNC1=C2)C)C(C)C=2OC1=CC=CC=C1C(C2C2=CC(=CC=C2)F)=O